(S)-((R)-1-(3-(4-tert-butoxy-4-oxobutanamido)phenyl)-3-morpholinopropyl) 1-(4-(acryloyloxy)-3,3-dimethyl-2-oxobutanoyl)piperidine-2-carboxylate C(C=C)(=O)OCC(C(C(=O)N1[C@@H](CCCC1)C(=O)O[C@H](CCN1CCOCC1)C1=CC(=CC=C1)NC(CCC(=O)OC(C)(C)C)=O)=O)(C)C